(1s,4s)-4-(8-(2,5-dichloro-4-methylphenylamino)-2-(tetrahydro-2H-pyran-4-ylamino)-9H-purin-9-yl)cyclohexanecarboxamide ClC1=C(C=C(C(=C1)C)Cl)NC=1N(C2=NC(=NC=C2N1)NC1CCOCC1)C1CCC(CC1)C(=O)N